methyl (S)-2-(chloromethyl)-4-cyclopropyl-1-(oxetan-2-ylmethyl)-1H-benzo[d]imidazole-6-carboxylate ClCC1=NC2=C(N1C[C@H]1OCC1)C=C(C=C2C2CC2)C(=O)OC